2-(5-Fluoro-2-((5-(1-methylpiperidin-3-yl)pyridin-2-yl)amino)pyrimidin-4-yl)-7-isopropyl-3,5-dimethylthieno[3,2-c]pyridin-4(5H)-one FC=1C(=NC(=NC1)NC1=NC=C(C=C1)C1CN(CCC1)C)C1=C(C=2C(N(C=C(C2S1)C(C)C)C)=O)C